Br[Mg]C1=CC=C(C=C1)Cl bromo-(4-chlorophenyl)magnesium